N,N-di-tert-butylformamide C(C)(C)(C)N(C=O)C(C)(C)C